ClC=1SC(=C(N1)C(F)(F)F)C(=O)OCC1=CC=CC=C1 phenylmethyl 2-chloro-4-trifluoromethyl-thiazole-5-carboxylate